methyl (cis)-3,4-difluorocyclopentane-1-carboxylate FC1CC(CC1F)C(=O)OC